The molecule is an alpha,omega-dicarboxylic acid that is pentane with two carboxylic acid groups at positions C-1 and C-5. It has a role as an Escherichia coli metabolite and a Daphnia magna metabolite. It is a conjugate acid of a pimelate and a pimelate(1-). C(CCC(=O)O)CCC(=O)O